C(C1=CC=CC=C1)(=O)NCC(=O)N1CCCCC1 1-(2-benzoylaminoacetyl)piperidine